(2RS)-2-(5-fluoro-2-hydroxy-phenyl)-2-[1-oxo-6-(2-phenylethynyl)isoindolin-2-yl]-N-thiazol-2-yl-acetamide FC=1C=CC(=C(C1)[C@H](C(=O)NC=1SC=CN1)N1C(C2=CC(=CC=C2C1)C#CC1=CC=CC=C1)=O)O |r|